BrC1=CC(=NC=C1F)OCCC[C@H](C)NC(OC(C)(C)C)=O tert-butyl (S)-(5-((4-bromo-5-fluoropyridin-2-yl)oxy)pentan-2-yl)carbamate